CN1C(C(=C(C2=CC=C(C=C12)N([C@@H]1COCC1)C)N1CCC(CC1)C=1OC2=C(N1)C=C(C=C2)C)C(=O)N)=O 1-methyl-4-[4-(5-methyl-1,3-benzoxazol-2-yl)piperidin-1-yl]-7-{methyl[(3S)-oxolan-3-yl]amino}-2-oxo-1,2-dihydroquinoline-3-carboxamide